C(C(C)C)(=O)OC1=CC=C(C=C1)CC(C(COC)=O)N=CC1=C(C(=CC(=C1)Br)O)OC(C(C)C)=O 4-(2-(2-isobutyryloxy-5-bromo-3-hydroxybenzylideneamino)-4-meth-oxy-3-oxobutyl)phenyl isobutyrate